O1[C@@H](CC1)CN1C(=NC=2C1=NC(=CC2)C(=O)[O-])CN2CCC(CC2)C2=NC(=CC=C2)OCC2=CC=C1C=NN(C1=C2)CC(F)(F)F (S)-3-(oxetan-2-ylmethyl)-2-((4-(6-((1-(2,2,2-trifluoroethyl)-1H-Indazol-6-yl)methoxy)pyridin-2-yl)piperidin-1-yl)methyl)-3H-imidazo[4,5-b]pyridine-5-carboxylate